aspartyl-chlorine N[C@@H](CC(=O)O)C(=O)Cl